C(C)N1C(N(C(C12CCN(CC2)CC2CCOCC2)=O)[C@@H](C)C2=CC=C(C=C2)C(F)(F)F)=O (S)-1-ethyl-8-((tetrahydro-2H-pyran-4-yl)methyl)-3-(1-(4-(trifluoromethyl)phenyl)ethyl)-1,3,8-triazaspiro[4.5]decane-2,4-dione